1-methyl-7-methylsulfonyl-4H-pyrimido[4,5-d]pyrimidin-2-one CN1C(NCC=2C1=NC(=NC2)S(=O)(=O)C)=O